(S)-tert-Butyl 4,5-diamino-5-oxopentanoate hydrochloride Cl.N[C@@H](CCC(=O)OC(C)(C)C)C(=O)N